1-azanylidene-5-bromo-2,3-dihydro-1λ6-benzo[b]thiophen-1-one N=S1(C2=C(CC1)C=C(C=C2)Br)=O